BrC1=NN(C2=C1N=C(N=C2N[C@H](CCO[Si](C2=CC=CC=C2)(C2=CC=CC=C2)C(C)(C)C)CC)NC(OC)=O)CC2=C(C=C(C=C2)C#N)OC methyl (S)-(3-bromo-7-((1-((tert-butyldiphenylsilyl)-oxy)pentan-3-yl)amino)-1-(4-cyano-2-methoxybenzyl)-1H-pyrazolo[4,3-d]pyrimidin-5-yl)carbamate